3-(5-(((1S,2S)-2-(3-(4-morpholinophenyl)azetidin-1-yl)cyclohexyl)oxy)-1-oxoisoindolin-2-yl)piperidine-2,6-dione O1CCN(CC1)C1=CC=C(C=C1)C1CN(C1)[C@@H]1[C@H](CCCC1)OC=1C=C2CN(C(C2=CC1)=O)C1C(NC(CC1)=O)=O